N1=C(C=CC=C1)C1(CCOC2(CCCC2)C1)C1=CC2=C(S1)CCC2CCN 2-(9-(pyridin-2-yl)-6-oxaspiro[4.5]decan-9-yl)-5,6-dihydro-4H-cyclopenta[b]thiophen-4-ethylamine